2-chloro-N-(4-cyclopropylpyridin-2-yl)benzamid ClC1=C(C(=O)NC2=NC=CC(=C2)C2CC2)C=CC=C1